4-Fluoro-2,2-dimethylbenzo[d][1,3]dioxole-5-carboxylic acid FC1=C(C=CC=2OC(OC21)(C)C)C(=O)O